(E)-2-(2-((2-(3-bromo-2-methoxy-4-(methoxymethoxy)phenylvinyl)-5-methylbenzo[d]thiazol-6-yl)(methyl)amino)ethoxy)ethan-1-ol BrC=1C(=C(C=CC1OCOC)/C=C/C=1SC2=C(N1)C=C(C(=C2)N(CCOCCO)C)C)OC